7-[1-(1-Cyanoazepan-4-yl)-5-methyl-triazol-4-yl]-5-[(1R)-1-(2-pyridyl)ethoxy]imidazo[1,2-a]pyridine-3-carbonitrile C(#N)N1CCC(CCC1)N1N=NC(=C1C)C1=CC=2N(C(=C1)O[C@H](C)C1=NC=CC=C1)C(=CN2)C#N